(S)-2-Amino-3-(4-(carboxymethyl)phenyl)propanoic acid N[C@H](C(=O)O)CC1=CC=C(C=C1)CC(=O)O